Methyl 2-(2,4-dimethoxybenzyl)-1-oxo-5-(((trifluoromethyl)sulfonyl)oxy)-1,2,3,4-tetrahydroisoquinoline-7-carboxylate COC1=C(CN2C(C3=CC(=CC(=C3CC2)OS(=O)(=O)C(F)(F)F)C(=O)OC)=O)C=CC(=C1)OC